CN(C1=CC(=CC=C1)N1CCC(CC1)N1CCC(CC1)OC1=CC(=CC=C1)N1[C@@H]2CN(C[C@H]1CC2)C2=C(N=NC(=C2)C2=C(C=CC=C2)O)N)[C@H]2C(NC(CC2)=O)=O |&1:49| Racemic-3-[N-methyl-3-[4-[4-[3-[(1S,5R)-3-[3-amino-6-(2-hydroxyphenyl)pyridazin-4-yl]-3,8-diazabicyclo[3.2.1]octan-8-yl]phenoxy]-1-piperidyl]-1-piperidyl]anilino]piperidine-2,6-dione